1-(1H-benzimidazol-5-yl)-5-[2,3-difluoro-4-(thiophen-3-yl)phenyl]imidazolidin-2-one N1C=NC2=C1C=CC(=C2)N2C(NCC2C2=C(C(=C(C=C2)C2=CSC=C2)F)F)=O